ClC1=C(C=CC=C1)S(=O)(=O)C(F)(F)F 1-chloro-2-((trifluoromethyl)sulfonyl)benzene